C(C)(C)(C)OC(=O)NC([C@@H](N)CC1=CNC=N1)=O N-t-Butoxycarbonyl-histidinamide